COC1=CC=C(C=C1)C(C)(C)C=1N=C(SC1)NC(NCC=1C=CC(=C(C(=O)N)C1)N1CCNCC1)=O 5-((3-(4-(2-(4-methoxyphenyl)propan-2-yl)thiazol-2-yl)ureido)methyl)-2-(piperazin-1-yl)benzamide